COC1=NC(=NC=C1)[C@H]1CC[C@H](CC1)OC[C@]1(C[C@H](CC1)NS(=O)(=O)C)C(=O)N (1S,3S)-1-(((cis-4-(4-methoxypyrimidin-2-yl)cyclohexyl)oxy)methyl)-3-(methylsulfonamido)cyclopentane-1-carboxamide